2-fluoro-4-(2-formyl-6,9-dioxo-5-(4-(trifluoromethyl)benzyl)-2,5,8-triazaspiro[3.5]nonan-8-yl)benzonitrile FC1=C(C#N)C=CC(=C1)N1CC(N(C2(CN(C2)C=O)C1=O)CC1=CC=C(C=C1)C(F)(F)F)=O